C1(CC1)OC1=CC(=NC=C1)NCC1=CC(=C(C(=C1)O)N1CC(NS1(=O)=O)=O)F 5-(4-(((4-cyclopropoxypyridin-2-yl)amino)methyl)-2-fluoro-6-hydroxyphenyl)-1,2,5-thiadiazolidin-3-one 1,1-dioxide